C(C)(C)(C)OC(NCCCN1C(C(=CC=C1)CCN)=O)=O (3-(3-(2-aminoethyl)-2-oxopyridin-1(2H)-yl)propyl)carbamic acid tert-butyl ester